tert-butyl spiro[indene-1,4'-piperidine]-1'-carboxylate N1(CCC2(CC1)C=CC1=CC=CC=C12)C(=O)OC(C)(C)C